4-(1-(5-(methylthiophen-2-yl)-1-(4-(trifluoromethyl)benzyl)-1H-1,2,3-triazole-5-carboxamido)ethyl)benzoic acid CC1=C(SC=C1)C1(C=NNN1CC1=CC=C(C=C1)C(F)(F)F)C(=O)NC(C)C1=CC=C(C(=O)O)C=C1